6-chloro-N-[5-(2-cyanoethyl)-4,6-dimethoxy-pyrimidin-2-yl]-7-pyrazol-1-yl-1H-indole-3-sulfonamide ClC1=CC=C2C(=CNC2=C1N1N=CC=C1)S(=O)(=O)NC1=NC(=C(C(=N1)OC)CCC#N)OC